N=1NN=NC1C=1C=C(C=O)C=CC1 3-(2H-TETRAZOL-5-YL)BENZALDEHYDE